Tertiary butyl-benzothiazolyl-sulfenamide 3-hexylnonyl-6-(((R)-2,3-dihydroxypropyl)amino)hexanoate C(CCCCC)C(CCOC(CCCCCNC[C@H](CO)O)=O)CCCCCC.C(C)(C)(C)NSC=1SC2=C(N1)C=CC=C2